CC1=NOC(=C1C(=O)NC1=CNC2=CC=C(C=C12)OC1CC(C1)C1=CC=C(C=C1)C(F)(F)F)C 3,5-dimethyl-N-{5-[(1R,3R)-3-[4-(trifluoromethyl)-phenyl]cyclobutoxy]-1H-indol-3-yl}-1,2-oxazole-4-carboxamide